N-{4-[7-(cyclopropylmethyl)-5-methyl-4-oxo-3-phenyl-4,5-dihydro-1H-pyrrolo[3,2-c]pyridin-2-yl]pyridin-2-yl}-2-(4-fluorophenyl)propanamide C1(CC1)CC=1C2=C(C(N(C1)C)=O)C(=C(N2)C2=CC(=NC=C2)NC(C(C)C2=CC=C(C=C2)F)=O)C2=CC=CC=C2